methyl 3-bromo-5-(difluoromethoxy)benzoate BrC=1C=C(C(=O)OC)C=C(C1)OC(F)F